4-(benzyloxy)-3-(1-(3-(4-cyclopropyl-2H-1,2,3-triazol-2-yl)propyl)pyrrolidin-3-yl)-1H-indole 3-(4-cyclopropyl-2H-1,2,3-triazol-2-yl)propyl-methanesulfonate C1(CC1)C1=NN(N=C1)CCCCS(=O)(=O)O.C(C1=CC=CC=C1)OC1=C2C(=CNC2=CC=C1)C1CN(CC1)CCCN1N=CC(=N1)C1CC1